OP(O)(=O)OP(=O)(O)O.C(CCCCCCC(C)C)C(O)(C(CO)(CO)CO)CCCCCCCC(C)C Diisodecyl-pentaerythritol diphosphate